N[C@@H]1C2=CC=CC=C2CC12CCN(CC2)C=2C(=NC(=C(N2)C)C2=C(C(=CC=C2)Cl)Cl)CO (S)-(3-(1-amino-1,3-dihydrospiro[inden-2,4'-piperidine]-1'-yl)-6-(2,3-dichlorophenyl)-5-methylpyrazin-2-yl)methanol